Propionic acid 2,5-dioxopyrrolidin-1-yl ester O=C1N(C(CC1)=O)OC(CC)=O